COCOC1=CC2=CC=CC=C2C=C1 2-(methoxymethoxy)naphthalen